Cl[C@](C#N)(C(Cl)Cl)CCl (S)-2,3,3-trichloro-2-(chloromethyl)propionitrile